5-(2-((3-methoxybenzyl)amino)pyridin-4-yl)-1H-indazol-3-amine COC=1C=C(CNC2=NC=CC(=C2)C=2C=C3C(=NNC3=CC2)N)C=CC1